ClC=1C=NC=CC1C1=NOC(=C1C1=CC2(C1)CCN(CC2)C2=CC=C1C=CN=NC1=C2)C2CC2 7-(2-(3-(3-Chloropyridin-4-yl)-5-cyclopropylisoxazol-4-yl)-7-azaspiro[3.5]non-1-en-7-yl)cinnolin